[O].[N].[N].C1(=CC=CC=C1)O phenol dinitrogen oxygen